NC=1C(=C2N=CC=NC2=CC1)N(S(=O)(=O)C)C1=NC(=NC=C1Cl)Cl N-(6-aminoquinoxalin-5-yl)-N-(2,5-dichloropyrimidin-4-yl)methanesulfonamide